3,5-difluorobenzoic acid methyl ester COC(C1=CC(=CC(=C1)F)F)=O